(S,E)-(4-(2,3-dihydro-1H-inden-4-yl)phenyl)(2-(hydroxymethyl)-4-(methoxyimino)pyrrolidin-1-yl)methanone C1CCC2=C(C=CC=C12)C1=CC=C(C=C1)C(=O)N1[C@@H](C\C(\C1)=N/OC)CO